1-(4-cyclohexyl-3,4-dihydroquinoxalin-1(2H)-yl)-2-(4-methylpiperazin-1-yl)ethan-1-one C1(CCCCC1)N1CCN(C2=CC=CC=C12)C(CN1CCN(CC1)C)=O